O=C[C@H](O)[C@@H](O)[C@H](O)CC(=O)O 5-deoxy-glucuronic acid